Cl.CC=1N=C2N(C=C(N=C2C)C(=O)NC=2N=NC(=CC2)N2CC(NCC2)C)C1 2,8-dimethyl-N-(6-(3-methylpiperazin-1-yl)pyridazin-3-yl)imidazo[1,2-a]pyrazine-6-carboxamide hydrochloride